N-methylsulfonyl-acetamid CS(=O)(=O)NC(C)=O